ClC=1C=C(C=2N(N1)C=C(N2)C2(CC2)C(F)(F)F)C2(CC2)C(F)(F)F 6-chloro-2,8-bis[1-(trifluoromethyl)cyclopropyl]imidazo[1,2-b]pyridazine